3-methyl-triacontane CC(CC)CCCCCCCCCCCCCCCCCCCCCCCCCCC